FC(OC1=CC(=C(C(=C1)C)N1N=C2N=C(NC(C2=C1)=O)[C@@H](C)O)C)F |r| (RS)-2-(4-(difluoromethoxy)-2,6-dimethylphenyl)-6-(1-hydroxyethyl)-2,5-dihydro-4H-pyrazolo[3,4-d]pyrimidin-4-one